tert-butyl 6-(4-formylphenyl)-1H-benzo[d]imidazole-1-carboxylate C(=O)C1=CC=C(C=C1)C=1C=CC2=C(N(C=N2)C(=O)OC(C)(C)C)C1